(r)-4-(3-(4-(3-hydroxypropoxy)-phenyl)pyrrolidin-1-yl)-2-(trifluoromethyl)benzonitrile OCCCOC1=CC=C(C=C1)[C@@H]1CN(CC1)C1=CC(=C(C#N)C=C1)C(F)(F)F